C(C)(C)(C)C=1C=CC=2NC3=CC=C(C=C3C2C1)C(C)(C)C 3,6-di(tert-butyl)-9H-carbazole